5-([1,1'-biphenyl]-4-yl)-4-((tert-butyloxycarbonyl)amino)-2-methyl-2-pentenoic acid C1(=CC=C(C=C1)CC(C=C(C(=O)O)C)NC(=O)OC(C)(C)C)C1=CC=CC=C1